C(CCCCCCCCCCCCCCCCCCCCC)OC(CCCCCCCCCCCCCCCCCCCCCCCCCCCCC)=O.C(CCCCCCCCCCCCCCCCCCCCCCCCCCCCC)(=O)OCCCCCCCCCCCCCCCCCCCCC heneicosyl triacontanoate behenyl-triacontanoate